O[C@@H]1C[C@H]2CCC(N3[C@]2(CC1)OC[C@@H]3C(C)C)=O (3S,7aR,9S,11aR)-9-hydroxy-3-isopropyl-3,6,7,7a,8,9,10,11-octahydro-2H-oxazolo[2,3-j]quinolin-5-one